(2R)-2-(8-chloro-7-fluoro-10a-(3-methoxyphenyl)-1,2,3,4,10,10a-hexahydropyrazino[1,2-a]indol-9-yl)-3-fluoro-4-(2-hydroxyethoxy)benzamide hydrochloride Cl.ClC1=C(C=2CC3(N(C2C=C1F)CCNC3)C3=CC(=CC=C3)OC)C3=C(C(=O)N)C=CC(=C3F)OCCO